2-[[2-(4-tert-butyl-2-pyridyl)-1H-pyrrolo[2,3-b]pyridin-5-yl]sulfanyl]-2-methyl-propanoic acid C(C)(C)(C)C1=CC(=NC=C1)C1=CC=2C(=NC=C(C2)SC(C(=O)O)(C)C)N1